C(C)(C)(C)OC(=O)NCCC1=NC(=NO1)C(=O)O 5-(2-((tert-butoxycarbonyl)amino)ethyl)-1,2,4-oxadiazole-3-carboxylic acid